COC=1C=C(C=C(C1)OC)NC1=CC=NC2=CC=C(C=C12)I N-(3,5-Dimethoxyphenyl)-6-iodoquinolin-4-amine